(2-((tert-butyldimethylsilyl)oxy)-9-propyl-9H-carbazole-3-yl)2-(pyridine-2-yl)acrylonitrile [Si](C)(C)(C(C)(C)C)OC1=CC=2N(C3=CC=CC=C3C2C=C1C=C(C#N)C1=NC=CC=C1)CCC